OC1CC(OC1)C=1C=NC(=NC1)NC1=CC=C(C=C1)S(=O)(=O)N 4-((5-(4-hydroxytetrahydrofuran-2-yl)pyrimidin-2-yl)amino)benzenesulfonamide